6-((2-((3r,4r)-3-amino-4-fluoro-1-piperidinyl)-4-methoxy-1H-benzoimidazol-1-yl)methyl)-3-pyridinecarbonitrile N[C@@H]1CN(CC[C@H]1F)C1=NC2=C(N1CC1=CC=C(C=N1)C#N)C=CC=C2OC